COC1=CC=C(C=C1)N1N=C(C=C1N)C1(CC1)C 1-(4-methoxyphenyl)-3-(1-methylcyclopropyl)-1H-pyrazol-5-amine